O=C1CC2(C1)CN(C2)C2=NC=CC(=N2)COC2=CC=C(C=C2)C(C)(C)C2=CC=C(C=C2)CO (4-(2-(4-((2-(2-oxo-6-azaspiro[3.3]heptane-6-yl)pyrimidin-4-yl)methoxy)phenyl)propane-2-yl)phenyl)methanol